(2S)-6-[2,3-bis(1-amino-3,6,9,12,15,18,21,24,27,30,33,36-dodecaoxanonatriacontan-39-amido)propanamido]-2-({[(9H-fluoren-9-yl)methoxy]carbonyl}amino)hexanoic acid NCCOCCOCCOCCOCCOCCOCCOCCOCCOCCOCCOCCOCCC(=O)NC(C(=O)NCCCC[C@@H](C(=O)O)NC(=O)OCC1C2=CC=CC=C2C=2C=CC=CC12)CNC(CCOCCOCCOCCOCCOCCOCCOCCOCCOCCOCCOCCOCCN)=O